COC1=CC=C(C=C1)C(OC[C@@H]1[C@@H](C[C@@H](O1)C=1C(NC=CC1)=O)O)(C1=CC=CC=C1)C1=CC=C(C=C1)OC 3-[(2r,4r,5r)-5-[[bis(4-methoxyphenyl)-phenyl-methoxy]methyl]-4-hydroxy-tetrahydrofuran-2-yl]-1H-pyridin-2-one